C(C)(=O)C=1C=C(C=C2C(N3C(=NC12)C=1C=CC(=NC1CC3)Cl)=O)F 12-acetyl-3-chloro-10-fluoro-5,6-dihydro-1,6-naphthyridino[5,6-b]quinazolin-8-one